C(C)N(C(COC1=CC=C(C=C1)F)=O)CC=1SC=CC1 N-ethyl-2-(4-fluorophenoxy)-N-(thiophen-2-ylmethyl)acetamide